FC1=C(C(=O)NC)C=C(C(=C1)NCC#CC=1N(C2=CC=CC(=C2C1)NC1CCC(CC1)N1CC2(COC2)C1)CC(F)(F)F)OC 2-fluoro-5-methoxy-N-methyl-4-{[3-(4-{[(1R,4R)-4-{2-oxa-6-azaspiro[3.3]heptan-6-yl}cyclohexyl]amino}-1-(2,2,2-trifluoroethyl)-1H-indol-2-yl)prop-2-yn-1-yl]amino}benzamide